4-(3-phenylbutyl)resorcinol C1(=CC=CC=C1)C(CCC1=C(C=C(O)C=C1)O)C